2,2'-Methylenebis[6-(1,1-dimethylethyl)-3,4-dimethylphenol] C(C1=C(C(=CC(=C1C)C)C(C)(C)C)O)C1=C(C(=CC(=C1C)C)C(C)(C)C)O